CN1C(NN=C1)=S 4-methyl-2H-1,2,4-triazole-3(4H)-thione